caffeyl ferulate C(\C=C\C1=CC(OC)=C(O)C=C1)(=O)OC\C=C\C1=CC(O)=C(O)C=C1